N[C@H](C(=O)N1[C@H]2C[C@H]2C[C@H]1C#N)C12CC3(CC(CC(C1)C3)C2)O (1s,3s,5s)-2-[(2S)-2-amino-2-(3-hydroxyadamantan-1-yl)acetyl]-2-azabicyclo[3.1.0]hexane-3-carbonitrile